FC([C@@H]1C[C@H](CC1)N1C(C(=CC=C1)NC(C1=C(C=C(C=C1)NS(=O)(=O)CCO)N1CC[Si](CC1)(C)C)=O)=O)F N-(1-((1S,3S)-3-(difluoromethyl)cyclopentyl)-2-oxo-1,2-dihydropyridin-3-yl)-2-(4,4-dimethyl-1,4-azasilinan-1-yl)-4-((2-hydroxyethyl)sulfonamido)benzamide